rac-tert-Butyl N-[3-methyl-5-[[2-[(2R,5S)-5-methyl-2-[4-[[(2,2,2-trifluoroacetyl) amino]methyl]phenyl]-1-piperidyl]-2-oxo-acetyl]amino]-2-pyridyl]carbamate CC=1C(=NC=C(C1)NC(C(=O)N1[C@H](CC[C@@H](C1)C)C1=CC=C(C=C1)CNC(C(F)(F)F)=O)=O)NC(OC(C)(C)C)=O |r|